C1(CC1)C(=O)C=1N=C2N(N1)[C@@H](CC2)C2=C(C=CC=C2)F |r| cyclopropyl-[rac-(5S)-5-(2-fluorophenyl)-6,7-dihydro-5H-pyrrolo[1,2-b][1,2,4]triazol-2-yl]methanone